FC=1C=C(C=CC1)C1CN(CC1)C(=O)C=1N=C(C2=C(N1)OC(=C2)C)NC2(CC2)C [3-(3-fluorophenyl)pyrrolidine-1-carbonyl]-6-methyl-N-(1-methylcyclopropyl)furo[2,3-d]pyrimidin-4-amine